1,4-anthraquinone C1(C=CC(C2=CC3=CC=CC=C3C=C12)=O)=O